NCC1=NNC(C2=CC=C(C=C12)C1=C(N(N=C1)C)C=1C(=NN(C1)C1=CC=CC=C1)Cl)=O 4-(aminomethyl)-6-(3'-chloro-2-methyl-1'-phenyl-1'H,2H-[3,4'-bipyrazol]-4-yl)phthalazin-1(2H)-one